1-(4-(2,2,2-trifluoro-1-((4-(4-morpholino-7H-pyrrolo[2,3-d]pyrimidin-6-yl)phenyl)amino)ethyl)piperidin-1-yl)prop-2-en-1-one FC(C(NC1=CC=C(C=C1)C1=CC2=C(N=CN=C2N2CCOCC2)N1)C1CCN(CC1)C(C=C)=O)(F)F